C(C)(C)(C)OC(=O)N1C(CCCC1)C1=CC2=C(N(C(N2C)=O)C2C(NC(CC2)=O)=O)C=C1 [1-(2,6-Dioxopiperidin-3-yl)-3-methyl-2-oxo-1,3-benzodiazol-5-yl]piperidine-1-carboxylic acid tert-butyl ester